2-(2,2-difluoroethyl)-5-(trifluoromethyl)pyrazole-3-carboxylic acid FC(CN1N=C(C=C1C(=O)O)C(F)(F)F)F